C(OC1=C(C=C(C=C1)[N+](=O)[O-])[C@@H]1CN(C(C1)=O)CCOCC1=CC=CC=C1)([O-])=O [(3R)-1-(2-benzyloxyethyl)-5-oxo-pyrrolidin-3-yl](4-nitrophenyl) carbonate